4-(5-(3-(trifluoromethoxy)phenyl)oxazole-2-carboxamido)pyrrolidine-1-carboxylate FC(OC=1C=C(C=CC1)C1=CN=C(O1)C(=O)NC1CCN(C1)C(=O)[O-])(F)F